(9R,10S)-10-[4-(cyclopentylamino)phenyl]-N-[4-methyl-3-(trifluoromethyl)phenyl]-12-oxo-6,6a,7,8,9,10-hexahydro-5H-pyrido[1,2-b][2]benzazepine-9-carboxamide C1(CCCC1)NC1=CC=C(C=C1)[C@@H]1[C@@H](CCC2C1=CC(C=1N(C2)CC=CC1)=O)C(=O)NC1=CC(=C(C=C1)C)C(F)(F)F